N,8-dimethoxy-N-methylindolizine-1-carboxamide CON(C(=O)C=1C=CN2C=CC=C(C12)OC)C